(3R,4S)-3-benzyloxy-4-allylpyrrolidine C(C1=CC=CC=C1)O[C@H]1CNC[C@@H]1CC=C